OC1=C(C=CC(=C1C)O)C=1N=C(SC1)NC(C(C)C)=O N-(4-(2,4-dihydroxy-3-methylphenyl)thiazol-2-yl)-isobutyramide